C[C@@H]1[C@@H](N(C2CC1C2)C(=O)C2=NN(C=C2C2=CC=CC=C2)C)CNC2=NC=C(C=C2)C(F)(F)F |o1:1,2| N-{[(3R,4S) or (3S,4R)-4-methyl-2-(1-methyl-4-phenyl-1H-pyrazole-3-carbonyl)-2-azabicyclo[3.1.1]heptan-3-yl]methyl}-5-(trifluoromethyl)pyridin-2-amine